((3-(Phenethylamino)-5-(trifluoromethyl)-phenyl)carbamoyl)(3-(pyridin-2-ylmethyl)-1,2,3-oxadiazol-3-ium-5-yl)amide C(CC1=CC=CC=C1)NC=1C=C(C=C(C1)C(F)(F)F)NC(=O)[N-]C1=C[N+](=NO1)CC1=NC=CC=C1